2-amino-6-ethoxy-4-(5-(6-((6-methoxypyridin-3-yl)methyl)-3,6-diazabicyclo[3.1.1]heptan-3-yl)pyrazin-2-yl)pyrazolo[1,5-a]pyridine-3-carbonitrile NC1=NN2C(C(=CC(=C2)OCC)C2=NC=C(N=C2)N2CC3N(C(C2)C3)CC=3C=NC(=CC3)OC)=C1C#N